2-pyridylhydrazine N1=C(C=CC=C1)NN